Cl.O=C1N(CC=2C=CC=C(C12)C(=O)O)C1CCNCC1 3-Oxo-2-piperidin-4-yl-2,3-dihydro-1H-isoindole-4-carboxylic acid hydrochloride